COC1=CC(=CC2=C1N(C(=N2)C=2N(C1=CC=CC=C1C2)C)CC2CN(C2)C2=NC=CC=N2)C(=O)N2[C@@H]1CC[C@H](C2)[C@H]1N (1R,4R,7R)-2-[7-methoxy-2-(1-methyl-1H-indol-2-yl)-1-{[1-(pyrimidin-2-yl)azetidin-3-yl]methyl}-1H-1,3-benzodiazole-5-carbonyl]-2-azabicyclo[2.2.1]heptan-7-amine